[SiH]12OCCN(CCO1)CCO2 2,8,9-trioxa-5-aza-1-silabicyclo[3.3.3]undecane